1-Ethyl-8-formyl-4-oxo-8,9-dihydro-7H-cyclopenta[H]quinoline-3-carboxylic acid ethyl ester C(C)OC(=O)C1=CN(C2=C3C(=CC=C2C1=O)CC(C3)C=O)CC